FC1=C2C(COCC2=CC(=C1)F)=O 5,7-difluoroisochroman-4-one